N-(4-{[6-(5-chloro-2-fluorophenyl)pyridazin-4-yl]amino}pyridin-2-yl)-3-({3-[(2,2,2-trifluoroethyl)amino]propyl}amino)propanamide ClC=1C=CC(=C(C1)C1=CC(=CN=N1)NC1=CC(=NC=C1)NC(CCNCCCNCC(F)(F)F)=O)F